CCCCCC/C=C\CCCCCCCCCC(=O)OC[C@H](COP(=O)([O-])OCC[N+](C)(C)C)OC(=O)CCCC/C=C\C/C=C\C/C=C\CCCCC 1-(11Z-octadecenoyl)-2-(6Z,9Z,12Z-octadecatrienoyl)-sn-glycero-3-phosphocholine